Ethyl (3S)-3-(5-cyclopropyl-2,4,4'-trifluoro-2'-(hex-5-en-1-yl)-6'-methyl-[1,1'-biphenyl]-3-yl)-3-((R)-2-((methylsulfonyl)oxy)pent-4-enamido)propanoate C1(CC1)C=1C(=C(C(=C(C1)C1=C(C=C(C=C1C)F)CCCCC=C)F)[C@H](CC(=O)OCC)NC([C@@H](CC=C)OS(=O)(=O)C)=O)F